1-(5-bromo-3-methylpyrazin-2-yl)ethan-1-one BrC=1N=C(C(=NC1)C(C)=O)C